(((chloromethoxy)carbonyl)(methyl)amino)methylpyrrolidine-1-carboxylate ClCOC(=O)N(C)COC(=O)N1CCCC1